rac-N-[2-amino-5-(4-fluorophenyl)phenyl]-4-(cyclopropylsulfonimidoyl)benzamide NC1=C(C=C(C=C1)C1=CC=C(C=C1)F)NC(C1=CC=C(C=C1)[S@@](=O)(=N)C1CC1)=O |r|